FC1=C(C=C(C=C1)F)C=1N=C(C=2C=CC(=C(C2C1)N)C)N (2,5-difluorophenyl)-6-methylisoquinoline-1,5-diamine